benzyl 4,7-diazaspiro[2.5]octane-4-carboxylate oxalate C(C(=O)O)(=O)O.C1CC12N(CCNC2)C(=O)OCC2=CC=CC=C2